12,16-Dimethylhexatriacontane CC(CCCCCCCCCCC)CCCC(CCCCCCCCCCCCCCCCCCCC)C